ClC1=C(C=CC=C1)S(=O)(=O)N1CCC(CC1)N1N=C(C=CC1=O)N1N=C(C=C1C)C 2-[1-(2-chlorophenyl)sulfonylpiperidin-4-yl]-6-(3,5-dimethylpyrazol-1-yl)pyridazin-3-one